4-(octadecylcarbamoyl)benzoic acid methyl ester COC(C1=CC=C(C=C1)C(NCCCCCCCCCCCCCCCCCC)=O)=O